Cl.C1(CCCCC1)C(C(=O)NC1CCCCC1)N1C(=NC2=C1C=CC=C2)C2=CC(=CC=C2)N2N=NN=C2 2,N-dicyclohexyl-2-[2-(3-tetrazol-1-yl-phenyl)-benzimidazol-1-yl]-acetamide hydrochloride